4-(4-(1-(acryloyloxy)ethyl)-2-methoxy-5-nitrophenoxy)butanoic Acid C(C=C)(=O)OC(C)C1=CC(=C(OCCCC(=O)O)C=C1[N+](=O)[O-])OC